C(C)O/C=C/C(C(F)(F)F)=O (E)-4-ethoxy-1,1,1-trifluorobut-3-en-2-one